CC1=C(C(=CC=C1)C)N1C(N=C(C2=C1N=C(C(=C2)F)OC2=CC(=CC=C2)F)N2C(CN(CC2)C(=O)[O-])C)=O 4-(1-(2,6-dimethylphenyl)-6-fluoro-7-(3-fluorophenoxy)-2-oxo-1,2-dihydro Pyrido[2,3-d]pyrimidin-4-yl)-3-methylpiperazine-1-carboxylate